2-methoxy-5-[[2-oxo-2-[(2R,5S)-5-methyl-2-[2-(2-pyrrolidin-1-ylpropyl)-1,3-benzothiazol-5-yl]-1-piperidyl]acetyl]amino]pyridine-3-carboxamide COC1=NC=C(C=C1C(=O)N)NC(C(N1[C@H](CC[C@@H](C1)C)C=1C=CC2=C(N=C(S2)CC(C)N2CCCC2)C1)=O)=O